C1OCC12CC(C2)CN (2-oxaspiro[3.3]heptane-6-yl)methylamine